ClC1=C(C=CC=C1Cl)SC=1C=CC=2C(=NC=C(N2)N2CCC(CC2)(F)CN)N1 (1-(6-((2,3-dichlorophenyl)thio)pyrido[2,3-b]pyrazin-2-yl)-4-fluoropiperidin-4-yl)methylamine